C(CCNC([C@H](O)C(C)(C)CO)=O)(=O)[O-] (l)-pantothenate